ClC=1C(=CC=C2N=CC(=NC12)C=1C=NN(C1)CCC1CCN(CC1)CC(F)(F)F)OC1=CC2=C(N=C(N2)C)C=C1 8-Chloro-7-[(2-methyl-3H-benzimidazol-5-yl)oxy]-2-[1-[2-[1-(2,2,2-trifluoroethyl)-4-piperidyl]ethyl]pyrazol-4-yl]quinoxaline